5-[3-[4-[3-[tert-butyl(dimethyl)silyl]oxyprop-1-ynyl]-2-fluoro-phenoxy]propyl]thiazole-4-carboxylate [Si](C)(C)(C(C)(C)C)OCC#CC1=CC(=C(OCCCC2=C(N=CS2)C(=O)[O-])C=C1)F